CC1=C2C=CC3=CC=CC=C3C2=C(C4=CC=CC=C14)C 9,10-Dimethyl-1,2-Benzanthracene